stannous DL-lactate C(C(O)C)(=O)[O-].[Sn+2].C(C(O)C)(=O)[O-]